FC1=C(C(=O)N2C3C(CC(C2C2=CC=C(C=C2)NC2CCN(CC2)C)C(=O)NC=2C=C4C=NN(C4=CC2)C)CCC3)C(=CC=C1)C 1-(2-fluoro-6-methyl-benzoyl)-N-(1-methylindazol-5-yl)-2-[4-[(1-methyl-4-piperidyl)amino]phenyl]-2,3,4,4a,5,6,7,7a-octahydrocyclopenta[b]pyridine-3-carboxamide